4'-ethyl-7-(trifluoromethyl)spiro[chromeno[4,3-d]thiazole-4,1'-cyclohexan]-2-amine C(C)C1CCC2(CC1)OC=1C=C(C=CC1C=1N=C(SC12)N)C(F)(F)F